C1SCC2=C1C=CC(=C2)C2(C(NC1=C(C(=CC=C21)F)F)=O)C2=CC=C(C=C2)O 3-(1,3-dihydrobenzo[c]thiophen-5-yl)-6,7-difluoro-3-(4-hydroxyphenyl)indol-2-one